5-(3-fluoro-5-methoxyphenyl)-N2-(1-methyl-1H-pyrazol-4-yl)pyrimidine-2,4-diamine FC=1C=C(C=C(C1)OC)C=1C(=NC(=NC1)NC=1C=NN(C1)C)N